Cl.Cl.BrC1=CC2=C(N(C=N2)CCC[C@H]2NCCC[C@@H]2O)C(=C1)Cl (2R,3S)-2-(3-(5-bromo-7-chloro-1H-benzo[d]imidazol-1-yl)propyl)piperidin-3-ol dihydrochloride